hexane-1,6-diyl bisacrylate C(C=C)(=O)OCCCCCCOC(C=C)=O